N=1NC=C2C1C=1N(CCC2)N=C2C1CN(CC2)C(=O)OC(C)(C)C tert-Butyl 4,5,6,9,10,12-hexahydropyrazolo[3,4-c]pyrido[4',3':3,4]pyrazolo[1,5-a]azepine-11(2H)-carboxylate